CC=1N=NC=C(C1[C@H](C)OC=1C=C2C(=NNC2=CC1)C1=CC(=CC(=C1)OC)OCC)C 5-[(1S)-1-(3,5-dimethylpyridazin-4-yl)ethoxy]-3-(3-ethoxy-5-methoxy-phenyl)-1H-indazole